C(CCC)C1=CC=NC=C1 4-butylpyridine